β-(Diethylamino)ethylacrylat C(C)N(CCOC(C=C)=O)CC